FC(C(=O)O)(F)F.N1=CN=C(C2=C1NC=C2)C=2C=NN(C2)[C@H](CC#N)CCC (3S)-3-[4-(7H-Pyrrolo[2,3-d]pyrimidin-4-yl)-1H-pyrazol-1-yl]hexanenitrile trifluoroacetate Salt